N-(4-(8-fluoro-2,3-dihydrobenzo[f][1,4]thiazepin-4(5H)-yl)-2,6-dimethylphenyl)-3,3-dimethylbutanamide FC1=CC2=C(CN(CCS2)C2=CC(=C(C(=C2)C)NC(CC(C)(C)C)=O)C)C=C1